1-[3-acetyl-6-[6-methoxy-5-[(6-methylpyridazin-3-yl)amino]benzimidazol-1-yl]-2-pyridyl]-5-methyl-pyrazole-3-carbonitrile C(C)(=O)C=1C(=NC(=CC1)N1C=NC2=C1C=C(C(=C2)NC=2N=NC(=CC2)C)OC)N2N=C(C=C2C)C#N